FC1=CC(=C(C=C1)C1=CC(=CC=C1)C=1N(C2=CC=C(C=C2C1)CN[C@H]1[C@H](CCC1)O)C(=O)OC(C)(C)C)C1=NN=CN1C tert-Butyl 2-(4'-fluoro-2'-(4-methyl-4H-1,2,4-triazol-3-yl)-[1,1'-biphenyl]-3-yl)-5-((((1R,2S)-2-hydroxycyclopentyl)amino)methyl)-1H-indole-1-carboxylate